CC1=CC(=NO1)C1(C2CCN(CC12)C1=CN=C2C(=N1)NN=C2C2=C1C=CC=NC1=C(C=C2)C)CN [7-(5-methyl-1,2-oxazol-3-yl)-3-[3-(8-methylquinolin-5-yl)-1H-pyrazolo[3,4-b]pyrazin-6-yl]-3-azabicyclo[4.1.0]heptan-7-yl]methanamine